N-[3-chloro-4-[4-[2-[(3S)-pyrrolidin-3-yl]acetyl]piperazine-1-carbonyl]phenyl]-5-[3-fluoro-4-(fluoromethoxy)-2-methyl-phenyl]-1-methyl-imidazole-2-carboxamide ClC=1C=C(C=CC1C(=O)N1CCN(CC1)C(C[C@H]1CNCC1)=O)NC(=O)C=1N(C(=CN1)C1=C(C(=C(C=C1)OCF)F)C)C